C(C=C)(=O)N1CC(CCC1)C=1C=C(C=CC1)NCC1=CC=C(C=C1)NC1=NC=C(C=N1)C(F)(F)F 2-((4-(((3-(1-acryloylpiperidin-3-yl)phenyl)amino)methyl)phenyl)amino)-5-(trifluoromethyl)pyrimidine